3-amino-6-chloropyridinealdehyde NC=1C(=NC(=CC1)Cl)C=O